tert-butyl(1-fluoro-4-hydroxy-5-((triisopropylsilyl) ethynyl) naphthalen-2-yl) carbamate C(N)(OC1=C(C2=CC=CC(=C2C(=C1C(C)(C)C)O)C#C[Si](C(C)C)(C(C)C)C(C)C)F)=O